C(C1=CC=CC=C1)N1CC(CC1)(C#N)CCCCO[Si](C)(C)C(C)(C)C benzyl-3-(4-((tert-butyldimethylsilyl)oxy)butyl)pyrrolidine-3-carbonitrile